(R)-1-(4-(3-((6-(3-(2-ethoxyphenoxy)piperidin-1-yl)pyrazin-2-yl)amino)-3-oxopropyl)phenyl)cyclopropane-1-carboxylic acid C(C)OC1=C(O[C@H]2CN(CCC2)C2=CN=CC(=N2)NC(CCC2=CC=C(C=C2)C2(CC2)C(=O)O)=O)C=CC=C1